NC1=NC=C(C=C1N[C@@H]([C@@H](C(=O)OC)NC(=O)OC(C)(C)C)C)Br 1-(2S,3R)-Methyl 3-((2-amino-5-bromopyridin-3-yl)amino)-2-((tert-butoxycarbonyl)amino)butanoate